C12(CC3CC(CC(C1)C3)C2)CN2N=CC(=C2C)C2=C(C=3OCCN(C3N=C2)C2=NC(=C(N=C2)NC=2SC3=C(N2)C=CC=C3)F)C(=O)OC methyl 7-(1-(adamantan-1-ylmethyl)-5-methyl-1H-pyrazol-4-yl)-4-(5-(benzo[d]thiazol-2-ylamino)-6-fluoropyrazine-2-yl)-3,4-dihydro-2H-pyrido[3,2-b][1,4]oxazine-8-carboxylate